FC1=CC=C(C=C1)NC(=O)C1(CC1)C(=O)NC1=CC=C(OC2=CC=NC3=CC(=C(C=C23)NC(OC)=O)OC)C=C1 methyl N-[4-[4-[[1-[(4-fluorophenyl)carbamoyl] cyclopropanecarbonyl] amino]phenoxy]-7-methoxyquinolin-6-yl]carbamate